CN1CCN(CC1)C(C(=O)O)C 2-(4-methyl-piperazin-1-yl)-propionic acid